2-methyl-6-(propan-2-yloxy)pyrido[3,4-d]pyrimidin-4-amine CC=1N=C(C2=C(N1)C=NC(=C2)OC(C)C)N